C(#N)N1N=CC2=C(C=C(C=C12)C(=O)O)C1CCCC1 cyano-4-cyclopentyl-1H-indazole-6-carboxylic acid